6-bromo-4-methoxy-2-methylbenzo[d]oxazole BrC1=CC2=C(N=C(O2)C)C(=C1)OC